6-(oxiran-2-yloxy)hex-2-yn-1-ol O1C(C1)OCCCC#CCO